4-Oxo-3-(2-(trifluoromethoxy)ethyl)-3,4-dihydroimidazo[5,1-d][1,2,3,5]tetrazine-8-carboximidamide O=C1N2C(N=NN1CCOC(F)(F)F)=C(N=C2)C(N)=N